2-methyl-3-aminoindole CC=1NC2=CC=CC=C2C1N